COC(C(CC)C=1C=NC(=NC1)C)=O (2-methylpyrimidin-5-yl)butanoic acid methyl ester